ClC=1C=C(C=CC1Cl)S(=O)(=O)N1C[C@]2(CC3=C(C=C2CC1)N(N=C3)C3=CC=CC=C3)C(=O)C3=NC=CC=C3 (R)-(6-((3,4-dichlorophenyl)sulfonyl)-1-phenyl-4,4a,5,6,7,8-hexahydro-1H-pyrazolo[3,4-g]isoquinolin-4a-yl)(pyridin-2-yl)methanone